2-(2-isopropylphenyl)-7-[[4-[1-methyl-4-(trifluoromethyl)imidazol-2-yl]phenyl]methyl]-5H-pyrrolo[3,2-d]pyrimidine C(C)(C)C1=C(C=CC=C1)C=1N=CC2=C(N1)C(=CN2)CC2=CC=C(C=C2)C=2N(C=C(N2)C(F)(F)F)C